silver-aluminum zinc oxide [O-2].[Zn+2].[Al+3].[Ag+].[O-2].[O-2]